CC1=C2C=CN=CC2=CC2=C1OC1=C2C=C(C=C1)OCCN1CCOCC1 5-methyl-9-(2-morpholinoethoxy)benzofuro[2,3-g]isoquinoline